FC(C1=NNC2=CC=CC=C12)(F)F 3-(trifluoromethyl)indazole